ClC1=NC(=NC(=C1C)C1=C(C=CC=C1C)CC(C)(C)C)NS(=O)(=O)C=1C=C(C(=O)OC)C=CC1 Methyl 3-[[4-chloro-6-[2-(2,2-dimethylpropyl)-6-methyl-phenyl]-5-methyl-pyrimidin-2-yl]sulfamoyl]benzoate